5-fluoro-2-(((3s,4R)-3-hydroxytetrahydro-2H-pyran-4-yl)amino)-7-(1,1,1-trifluoro-2-methylpropan-2-yl)pyrrolo[2,1-f][1,2,4]triazine-6-carbonitrile FC=1C(=C(N2N=C(N=CC21)N[C@H]2[C@@H](COCC2)O)C(C(F)(F)F)(C)C)C#N